vinyl propynoate C(C#C)(=O)OC=C